Phenylalanine-d2 N([C@@H](CC1=CC=CC=C1)C(=O)O)([2H])[2H]